1-butenen C=CC=C